FC1=C(C=C(C=C1)C(C)C)NC(OCC=1C=C2C(N(CC2=CC1)C1C(NC(CC1)=O)=O)=O)=O (2-(2,6-dioxopiperidin-3-yl)-3-oxoisoindolin-5-yl)methyl (2-fluoro-5-isopropylphenyl)carbamate